3,4-dichloro-N-((4-((9-(cyclopropylmethyl)-9H-purin-6-yl)oxy)phenyl)carbamoyl)benzamide ClC=1C=C(C(=O)NC(NC2=CC=C(C=C2)OC2=C3N=CN(C3=NC=N2)CC2CC2)=O)C=CC1Cl